C(C)(C)(C)C1=NN(C(=C1)NC(NC1=C(C=C(OC2=CC(=NC=C2)NC(OC(C)(C)C)=O)C=C1)SC)=O)C1=CC=CC=C1 Tert-Butyl (4-(4-(3-(3-(tert-butyl)-1-phenyl-1H-pyrazol-5-yl)ureido)-3-(methylthio)phenoxy)pyridin-2-yl)carbamate